C(C)(C)(C)OC(=O)N1CCC2=C(CC1)C=C(C=C2)C#N 7-cyano-1,2,4,5-tetrahydro-3H-benzo[d]azepine-3-carboxylic acid tert-butyl ester